ClC1=C(N=C(NC1=O)C1=CC=NC=C1)N1CC(CCC1)F 5-chloro-4-(3-fluoro-1-piperidinyl)-2-(4-pyridinyl)-1H-pyrimidin-6-one